2-((5e)-5-(4-((e)-3-(2,4-Dichlorophenyl)-3-oxoprop-1-enyl)benzylidene)-4-oxo-2-thioxothiazolidin-3-yl)acetic acid ClC1=C(C=CC(=C1)Cl)C(/C=C/C1=CC=C(\C=C\2/C(N(C(S2)=S)CC(=O)O)=O)C=C1)=O